BrC1=C(C=CC(=C1)OC)C(C)=O 1-(2-bromo-4-methoxy-phenyl)ethanone